N-cyclopropyl-2-(difluoromethoxy)-4-[7-[3-(7,8-dihydro-5H-pyrido[4,3-d]pyrimidin-6-yl)propoxy]imidazo[1,2-a]pyridin-3-yl]-6-methoxy-benzamide C1(CC1)NC(C1=C(C=C(C=C1OC)C1=CN=C2N1C=CC(=C2)OCCCN2CC1=C(N=CN=C1)CC2)OC(F)F)=O